6-[3-ethylsulfonyl-5-(1-fluoro-1-methyl-ethyl)-2-pyridyl]-1-(2,2,3,3,3-pentafluoropropyl)-4H-pyrido[3,4-d][1,3]oxazin-2-one C(C)S(=O)(=O)C=1C(=NC=C(C1)C(C)(C)F)C1=CC2=C(N(C(OC2)=O)CC(C(F)(F)F)(F)F)C=N1